2-chloro-5-methoxypyridine ClC1=NC=C(C=C1)OC